C(CC)OC(=O)C1=C(C2=C(N(N=N2)C2=C(C(=CC(=C2)F)F)F)C=C1)C(C)C 4-(1-methylethyl)-1-[2,3,5-tri(fluoro)phenyl]Benzotriazole-5-carboxylic acid propyl ester